P1(=O)(OC2=C(C=C(C=C2C(C)(C)C)C(C)C)CCC2=C(C(=CC(=C2)C(C)C)C(C)(C)C)O1)[O-].[Na+] sodium 2,2'-ethylene-bis(4-isopropyl-6-t-butylphenyl) phosphate